The molecule is a CDP-D-abequose(2-) in which the anomeric centre of the pyranose fragment has alpha-configuration. It is a conjugate base of a CDP-alpha-D-abequose. C[C@@H]1[C@@H](C[C@H]([C@H](O1)OP(=O)([O-])OP(=O)([O-])OC[C@@H]2[C@H]([C@H]([C@@H](O2)N3C=CC(=NC3=O)N)O)O)O)O